NC=1C2=C(N(C(N1)=O)C1=C(C=CC=C1)Cl)N=C(C=C2)C2CC2 (+)-4-amino-1-(2-chlorophenyl)-7-cyclopropylpyrido[2,3-d]pyrimidin-2(1H)-one